[N+](=O)([O-])N1N=C(N=C1[N+](=O)[O-])N 1-nitryl-3-amino-5-nitro-1,2,4-triazole